2-{3-[8-(1,3,4-oxadiazol-2-yl)-2-(1,1,2,2,2-pentafluoroethyl)imidazo[1,2-a]1,8-naphthyridin-4-yl]pyrrolidin-1-yl}ethanol O1C(=NN=C1)C=1N=C2N(C=3N=C(C=C(C3C=C2)C2CN(CC2)CCO)C(C(F)(F)F)(F)F)C1